tri(amino)ethylenediamine NNCCN(N)N